3-[(2E)-3,7-dimethylocta-2,6-dien-1-yl]-2-hydroxy-6-pentyl-4-{[(3R,4R,5S,6S)-4,5,6-trihydroxy-3-(hydroxymethyl)oxan-2-yl]oxy}benzoic acid C\C(=C/CC=1C(=C(C(=O)O)C(=CC1OC1O[C@@H]([C@H]([C@@H]([C@H]1CO)O)O)O)CCCCC)O)\CCC=C(C)C